C(C)(C)(CC)OOC(C)(C)CC tertamyl peroxide